CC1C(CC1C)O 2,3-dimethyl-cyclobutanol